3-{[5-chloro-6-(5-methoxy-2-pyrazinyl)-2-indolyl]methyl}-1-(3-isoxazolyl)urea ClC=1C=C2C=C(NC2=CC1C1=NC=C(N=C1)OC)CNC(NC1=NOC=C1)=O